C(C)OC(=O)C=1C(=NN(C1)C(C)=O)OCCCSC 1-acetyl-3-[3-(methylthio)propoxy]-1H-pyrazole-4-carboxylic acid ethyl ester